8-(trifluoromethyl)indolizine-2-carboxylic acid FC(C1=CC=CN2C=C(C=C12)C(=O)O)(F)F